C(C1=CC=CC=C1)N(C1=C(C=2C3(C4CC(C2C=C1)C4)CC=4N=C(N=C(C4CO3)N3CCOCCC3)SC)C#N)CC3=CC=CC=C3 6'-(dibenzylamino)-2-(methylthio)-4-(1,4-oxazepan-4-yl)-2',3',5,8-tetrahydro-1'H-spiro[pyrano[4,3-d]pyrimidine-7,4'-[1,3]methanonaphthalene]-5'-carbonitrile